2-((4-(2-(diethylamino)ethoxy)-3,5-dimethylphenyl)amino)-4-(3-phenylisoxazolidin-2-yl)pyrimidine-5-carbonitrile C(C)N(CCOC1=C(C=C(C=C1C)NC1=NC=C(C(=N1)N1OCCC1C1=CC=CC=C1)C#N)C)CC